3,9-dihydroxy-8-((2-methylpyrrolidin-1-yl)methyl)benzo[5,6]oxazepin OC1=NOC2=C(C=C1)C=CC(=C2O)CN2C(CCC2)C